(2S,5'S)-N-((4-(2,4-dichloro-phenyl)tetrahydro-2H-pyran-4-yl)methyl)-5'-fluoro-6',7'-dihydro-5'H-spiro[oxirane-2,8'-quinoline]-5'-carboxamide ClC1=C(C=CC(=C1)Cl)C1(CCOCC1)CNC(=O)[C@]1(C=2C=CC=NC2[C@]2(CC1)OC2)F